FC=1C=C(C=CC1N1CCCCC1)NC(=O)C=1N=C(OC1CC(F)(F)F)N1CC2(CCOC2)CC1 N-(3-fluoro-4-(piperidin-1-yl)phenyl)-2-(2-oxa-7-azaspiro[4.4]nonan-7-yl)-5-(2,2,2-trifluoroethyl)oxazole-4-carboxamide